N-[2-[bis(carboxymethyl)amino]ethyl]-N-methyl-Glycine C(=O)(O)CN(CCN(CC(=O)O)C)CC(=O)O